2,4-diphenyl-oxazoline tert-butyl-((1S,3S)-3-(((1'S,2'R)-2'-hydroxy-6,7-dihydrospiro[cyclopenta[d]pyrazolo[1,5-a]Pyrimidine-5,1'-cyclopentane]-8-yl)amino)cyclopentyl)carbamate C(C)(C)(C)N(C(O)=O)[C@@H]1C[C@H](CC1)NC1=C2C(=NC=3N1N=CC3)[C@@]3([C@@H](CCC3)O)CC2.C2(=CC=CC=C2)C=2OCC(N2)C2=CC=CC=C2